C(C1=CC=CC=C1)OC1CC(C1)C1=C(C=CC=C1)OC 1-(3-(benzyloxy)cyclobutyl)-2-methoxybenzene